(4-(3-ethoxy-5-(trifluoromethyl)pyridin-2-yl)piperazin-1-yl)methanone tert-butyl-4-fluoro-4-(((6-nitro-4-aminosulfonyl-1H-benzo[d]imidazol-7-yl)amino)methyl)piperidine-1-carboxylate C(C)(C)(C)OC(=O)N1CCC(CC1)(CNC1=C(C=C(C2=C1NC=N2)S(=O)(=O)N)[N+](=O)[O-])F.C(C)OC=2C(=NC=C(C2)C(F)(F)F)N2CCN(CC2)C=O